N-((2S,3R,4R,5R,6R)-6-((1H-1,2,3-triazol-1-yl)methyl)-2-(allyloxy)-4,5-dihydroxytetrahydro-2H-pyran-3-yl)-2,2,2-trifluoroacetamide N1(N=NC=C1)C[C@@H]1[C@@H]([C@@H]([C@H]([C@H](O1)OCC=C)NC(C(F)(F)F)=O)O)O